(S)-N-((4-carbamimidoylthiophen-2-yl)methyl)-7-((4-phenoxybutanoyl)glycyl)-1,4-dioxa-7-azaspiro[4.4]nonane-8-carboxamide C(N)(=N)C=1C=C(SC1)CNC(=O)[C@H]1N(CC2(OCCO2)C1)C(CNC(CCCOC1=CC=CC=C1)=O)=O